2-(1-azabicyclo[2.2.2]oct-2-yl)-6-(3-methyl-1H-pyrazol-4-yl)thieno[3,2-d]pyrimidin N12C(CC(CC1)CC2)C=2N=CC1=C(N2)C=C(S1)C=1C(=NNC1)C